C(C(C)(C)C)(=O)N[C@@H](CS)C(=O)O N-pivaloylcysteine